FC1=CC=CC=2N=C(OC21)SCC2=CC=C(C=C2)Cl 7-fluoro-2-((4-chlorobenzyl)thio)benzo[d]oxazole